FC1=C(OC2CCC(CC2)(C(=O)OC(C)(C)C)O)C=C(C(=C1)OC)C(N[C@@H]1[C@H]2CC[C@@H]([C@@H]1C(NCC1(CCC1)C)=O)C2)=O tert-Butyl (1R,4r)-4-(2-fluoro-4-methoxy-5-(((1S,2R,3S,4R)-3-(((1-methylcyclobutyl)methyl)carbamoyl)bicyclo[2.2.1]heptan-2-yl)carbamoyl)phenoxy)-1-hydroxycyclohexane-1-carboxylate